OC=1C=CC(=C(C1)B(O)O)C 5-hydroxy-2-methylphenyl-boronic acid